1-(3-bromo-5-fluorobenzyl)-4-(3-(2-isopropoxypyridin-4-yl)-1H-indazol-5-yl)pyridin BrC=1C=C(CN2CC=C(C=C2)C=2C=C3C(=NNC3=CC2)C2=CC(=NC=C2)OC(C)C)C=C(C1)F